FC(S(=O)(=O)O)(F)F.FC(S(=O)(=O)O)(F)F.[CH-]1C=CC=C1.[CH-]1C=CC=C1.[Ti+2] titanocene bis(trifluoromethanesulfonate)